2-ethyl-4,4-dimethylcyclohexane-1,3-dione C(C)C1C(CCC(C1=O)(C)C)=O